1-trityl-pyrazolo[3,4-b]pyridine C(C1=CC=CC=C1)(C1=CC=CC=C1)(C1=CC=CC=C1)N1N=CC=2C1=NC=CC2